(S)-1-aminoindan N[C@H]1CCC2=CC=CC=C12